tert-butyl 2-(6-(difluoromethyl)-2-((1-(methylsulfonyl) piperidin-4-yl) amino) quinazolin-8-yl)-6-azaspiro[3.4]octane-6-carboxylate FC(C=1C=C2C=NC(=NC2=C(C1)C1CC2(C1)CN(CC2)C(=O)OC(C)(C)C)NC2CCN(CC2)S(=O)(=O)C)F